FC1=CC(=C(C=C1)C1CCN(CC1)C(CN1N=C(C2=C1CCC2)C(=O)N2C[C@@H]([C@H](CC2)O)F)=O)C 1-(4-(4-fluoro-2-methylphenyl)piperidin-1-yl)-2-(3-((3S,4S)-3-fluoro-4-hydroxypiperidine-1-carbonyl)-5,6-dihydrocyclopenta[c]pyrazol-1(4H)-yl)ethanone